methyl rac-trans-3-(6-chloro-1H-pyrazolo[3,4-d]pyrimidin-1-yl)cyclopentane-1-carboxylate ClC1=NC=C2C(=N1)N(N=C2)[C@@H]2C[C@H](CC2)C(=O)OC |r|